CC1(COP(OC1)(OC1=C(C=CC=C1)C1=CC=CC=C1)=O)C 5,5-dimethyl-2-(2'-phenylphenoxy)-1,3,2-dioxaphosphorinane-2-oxide